C(CCC)N1C=NC2=C1C=CC(=C2)C(=O)O butyl-1H-benzimidazole-5-carboxylic acid